trifluoro-methylsulfonic acid FC(S(=O)(=O)O)(F)F